N(=[N+]=[N-])CCOCCOCCOCCOCCOCCOCCC(N[C@H](C(N[C@H](C(=O)NC1=CC=C(C(=O)O)C=C1)CCCCNC(C1=CC=C(C=C1)C)(C1=CC=CC=C1)C1=CC=CC=C1)=O)C(C)C)=O 4-((23S,26S)-1-azido-26-(4-((diphenyl(p-tolyl)methyl)amino)butyl)-23-isopropyl-21,24-dioxo-3,6,9,12,15,18-hexaoxa-22,25-diazaheptacosan-27-amido)benzoic acid